OC1=C(C(=CC2=C1CCO2)COC)C2=NN=C(C(N2C)=O)N[C@H]2CN(CCC2)CC 3-[4-Hydroxy-6-(methoxymethyl)-2,3-dihydrobenzofuran-5-yl]-4-methyl-6-[[(3R)-1-ethyl-3-piperidyl]amino]-1,2,4-triazin-5-one